FC1=CC=2[C@H](NC=3C=CN4N=CC(C(NCC5CCN5C2C=C1)=O)=C4N3)C (3R)-6-fluoro-3-methyl-2,10,15,19,20,23-hexaazapentacyclo[15.5.2.04,9.010,13.020,24]tetracosa-1(23),4(9),5,7,17(24),18,21-heptaen-16-one